3-(2,2,2-trichloroethoxy)propionic acid ClC(COCCC(=O)O)(Cl)Cl